C1=CC=CC2=C1C=CC=C2 Benzo[e]benzene